1''-(3-((4-(dodecyloxy)phenyl)sulfonyl)-6-(methylsulfinyl)quinolin-4-yl)-[1,4':1',4''-terpiperidin]-4-ol C(CCCCCCCCCCC)OC1=CC=C(C=C1)S(=O)(=O)C=1C=NC2=CC=C(C=C2C1N1CCC(CC1)N1CCC(CC1)N1CCC(CC1)O)S(=O)C